OC(CC)N1C(CC(CC1(C)C)NCCCC)(C)C 1-hydroxypropyl-2,2,6,6-tetramethyl-4-n-butylaminopiperidine